tert-butyl 6-oxo-5,6-dihydrospiro[cyclopenta[b]-pyridine-7,4'-piperidine]-1'-carboxylate O=C1CC=2C(=NC=CC2)C12CCN(CC2)C(=O)OC(C)(C)C